O1N=C(C2=C1C=CC=C2)C=2C(=C(C=CC2OC)S(=O)(=O)N)OC (benzo[d]isoxazol-3-yl)-2,4-dimethoxybenzenesulfonamide